C(CCCC)C1SCCN1 2-pentyl-1,3-thiazolidine